tert-butyl (s)-((4-(((tert-butyldimethylsilyl)oxy)methyl)phenyl)sulfinyl)carbamate [Si](C)(C)(C(C)(C)C)OCC1=CC=C(C=C1)[S@](=O)NC(OC(C)(C)C)=O